C(C)O[C@H]1CC[C@H](CC1)NC=1N=CC2=C(N1)NC=C2C2=CC=1N(C=C2)N=CC1C(=O)NC1CCOCC1 5-(2-((cis-4-ethoxycyclohexyl)amino)-7H-pyrrolo[2,3-d]pyrimidin-5-yl)-N-(tetrahydro-2H-pyran-4-yl)pyrazolo[1,5-a]pyridine-3-carboxamide